3,5-dihexyl-[1,1'-biphenyl]-4-amine C(CCCCC)C=1C=C(C=C(C1N)CCCCCC)C1=CC=CC=C1